P(OC1=C(C=CC=C1C(C)(C)C)C(C)(C)C)(OC1=C(C=CC=C1C(C)(C)C)C(C)(C)C)OC1=C(C=CC=C1C(C)(C)C)C(C)(C)C tris(2,6-di-t-butylphenyl) phosphite